1H-1,2,3-triazol-4-yl methacrylate C(C(=C)C)(=O)OC=1N=NNC1